7-chloro-1-(1H-indazol-4-yl)-4-(methylamino)quinazolin-2(1H)-one ClC1=CC=C2C(=NC(N(C2=C1)C1=C2C=NNC2=CC=C1)=O)NC